[1,2,4]triazolo[4,3-a]pyridin-7-ol N=1N=CN2C1C=C(C=C2)O